ClC1=CC(=C(N=N1)C(=O)NC([2H])([2H])[2H])NC1=C(C(=NC=C1)C=1C=NN(C1)C1CC1)OC 6-chloro-4-((2-(1-cyclopropyl-1H-pyrazol-4-yl)-3-methoxypyridin-4-yl)amino)-N-(methyl-d3)Pyridazine-3-carboxamide